BrC=1C=C(C=CC1)[Si](C1=CC=CC=C1)(C1=CC=CC=C1)C1=CC=CC=C1 3-bromophenyl-triphenylsilane